3,5,5-trimethyl-hexyl cyclohexyl ether C1(CCCCC1)OCCC(CC(C)(C)C)C